C1=CC=CC=2C(=CC=3C4=C(SC3C12)C=CC=C4)B(O)O benzo[B]naphtho[2,1-d]thiophen-5-ylboronic acid